S(=O)(=O)(OC1=C(C(=CC=C1)O)OC)O 3-hydroxy-2-methoxyphenyl hydrogen sulfate